CN(S(N[C@@H]1[C@@H](NCCC1)CO[C@@H]1CC[C@@H](CC1)C1=CC=CC=C1)(=O)=O)C N,N-dimethyl-N'-(cis-2-(((cis-4-phenylcyclohexyl)oxy)methyl)-piperidin-3-yl)sulfuric diamide